NC1=C(C(=CC=C1)OC1CCN(CC1)C(=O)OCC1=CC=CC=C1)N[C@H]1CN(CCCC1)C(=O)OC(C)(C)C tert-butyl (R)-3-((2-amino-6-((1-((benzyloxy)carbonyl)piperidin-4-yl)oxy)phenyl)amino)azepane-1-carboxylate